((4,6-dimethylpyridin-3-yl)sulfonyl)-3-(2-oxa-7-azaspiro[4.4]non-7-yl)-1-oxa-8-azaspiro[4.5]decane CC1=C(C=NC(=C1)C)S(=O)(=O)C1OC2(CC1N1CC3(CCOC3)CC1)CCNCC2